4-chloro-5-[(1R)-1-hydroxyethyl]-3-methyl-pyrazol ClC=1C(=NNC1[C@@H](C)O)C